CN(CCOC=1C(=CC(=NC1)C(=O)OC)C(F)(F)F)C methyl 5-(2-(dimethylamino)ethoxy)-4-(trifluoromethyl)picolinate